(3S,4R)-N-tert-butyl-4-fluoro-1-{6-[2-(methoxymethoxy)-4-(6-methoxypyridazin-4-yl)phenyl]pyridazin-3-yl}pyrrolidin-3-amine C(C)(C)(C)N[C@H]1CN(C[C@H]1F)C=1N=NC(=CC1)C1=C(C=C(C=C1)C1=CN=NC(=C1)OC)OCOC